COCOC1=C(C=CC(=C1)C=1C=NN(C1)C1OCCCC1)C1=CC2=C(N=N1)C(=CS2)O 3-[2-(methoxymethoxy)-4-(1-tetrahydropyran-2-ylpyrazol-4-yl)phenyl]thieno[3,2-c]pyridazin-7-ol